tert-butyl N-[(1S)-2-[3,4-dichloro-2-(3-fluoropyridine-2-carbonyl)anilino]-1-methyl-2-oxo-ethyl]carbamate ClC=1C(=C(NC([C@H](C)NC(OC(C)(C)C)=O)=O)C=CC1Cl)C(=O)C1=NC=CC=C1F